6-oxo-2-(7H-pyrrolo[2,3-d]pyrimidin-4-yl)-2-azaspiro[3.3]heptane O=C1CC2(CN(C2)C=2C3=C(N=CN2)NC=C3)C1